5-(1-(2-fluoro-2-methylpropyl)-1H-pyrazol-4-yl)-6-(2-methylimidazo[1,2-a]pyridin-7-yl)picolinonitrile FC(CN1N=CC(=C1)C=1C=CC(=NC1C1=CC=2N(C=C1)C=C(N2)C)C#N)(C)C